COC1=C(OCC(=O)C2=CC=C(C=C2)OC)C(=CC=C1)OC 2-(2,6-dimethoxyphenoxy)-1-(4-methoxyphenyl)ethane-1-one